C1(CCCCC1)N1CCN(CC1)C=1C=CC=NC1 5-(4-cyclohexylpiperazin-1-yl)pyridin